C1(=CC=CC=C1)NC(OC=1C=C2[C@@]3(C(N(C2=CC1)C)N(CC3)C)C)=O (3aR)-1,3a,8-trimethyl-1,2,3,3a,8,8a-hexahydropyrrolo[2,3-b]indol-5-yl phenylcarbamate